C(C)(C)(C)OC(=O)N1CC2(C1)CCC(CC2)C2=NC(=C(C=C2)C)C(C)C 7-(6-isopropyl-5-methylpyridin-2-yl)-2-azaspiro[3.5]Nonane-2-carboxylic acid tert-butyl ester